5-[(3-chlorophenyl)sulfanyl]-2-(methylsulfanyl)pyrimidine-4-carboxylic acid ClC=1C=C(C=CC1)SC=1C(=NC(=NC1)SC)C(=O)O